C(C)(C)NC1=CC=C(C(=O)Cl)C=C1 4-(isopropylamino)benzoyl chloride